2-[4-(4-Methoxyphenyl)-1H-pyrazol-3-yl]-2,3-dihydro-1H-quinazolin-4-one COC1=CC=C(C=C1)C=1C(=NNC1)C1NC2=CC=CC=C2C(N1)=O